FC1(CCC(CC1)NC(=O)C1=NC(=NC(=C1)C1CCOCC1)N1C=NC=C1)F N-(4,4-difluorocyclohexyl)-2-(1H-imidazol-1-yl)-6-(tetrahydro-2H-pyran-4-yl)pyrimidine-4-carboxamide